COC(=O)C1=CC(=C(S1)C=1SC=CC1)NC(/C=C/C(=O)O)=O (E)-4-((5-(methoxycarbonyl)-[2,2'-bithiophen]-3-yl)amino)-4-oxobut-2-enoic acid